bis(4-Isocyanatophenyl) disulfide N(=C=O)C1=CC=C(C=C1)SSC1=CC=C(C=C1)N=C=O